5-(azetidin-3-ylmethyl)-3-(4-((3-fluorobenzyl)oxy)phenyl)-1,2,4-oxadiazole trifluoroacetate salt FC(C(=O)O)(F)F.N1CC(C1)CC1=NC(=NO1)C1=CC=C(C=C1)OCC1=CC(=CC=C1)F